1-(tert-butyl)2-ethyl-2-(3-((tert-butyldimethylsilyl)oxy)propyl)-3-methylenepyrrolidine C(C)(C)(C)N1C(C(CC1)=C)(CCCO[Si](C)(C)C(C)(C)C)CC